FC1=C(C=C(C=C1)[C@H]1[C@@H](C1)C=1C(=NC(=NC1)C1=NC=CC=N1)OC)OC trans-5-(2-(4-Fluoro-3-methoxyphenyl)cyclopropyl)-4-methoxy-2,2'-bipyrimidine